2-methyl-5-(5-methyl-2-piperidyl)pyrimidine CC1=NC=C(C=N1)C1NCC(CC1)C